(R)-N'-((8-cyano-1,2,3,5,6,7-hexahydro-s-indacen-4-yl)carbamoyl)-4-(2-hydroxypropan-2-yl)thiazole-2-sulfonimidamide C(#N)C=1C=2CCCC2C(=C2CCCC12)NC(=O)N=[S@](=O)(N)C=1SC=C(N1)C(C)(C)O